(S)-1-(3-(1-(2,2-difluorobenzo[d][1,3]dioxol-5-yl)ethoxy)phenyl)-3-(trifluoromethyl)-4,5,6,7-tetrahydro-1H-pyrazolo[3,4-b]pyridine FC1(OC2=C(O1)C=CC(=C2)[C@H](C)OC=2C=C(C=CC2)N2N=C(C1=C2NCCC1)C(F)(F)F)F